O[C@H]1[C@H]2[C@@H]3CC[C@H]([C@@H](CCCC(C)(C)O)C)[C@]3(CC[C@@H]2[C@]2(CC[C@@H](CC2=C1)O)C)C 7α,25-dihydroxycholesterol